N=1NN=NC1C1=CC=C(OC2=NC=C(C=C2F)Cl)C=C1 2-(4-(2H-tetrazol-5-yl)phenoxy)-5-chloro-3-fluoropyridine